C1(=CC=CC=C1)CC=CNCC1=CC=CC=C1 1-phenyl-3-benzylamino-2-propene